5-iodopentene ICCCC=C